silver-cobalt-oxide [Co]=O.[Ag]